methyl 4-(6-chloro-3-hydroxypyridazin-4-yl)-6-methylpyridine-3-carboxylate ClC1=CC(=C(N=N1)O)C1=C(C=NC(=C1)C)C(=O)OC